11-chloro-3-ethyl-7-methyldibenzo[b,f][1,4]oxazepine ClC1=NC2=C(OC3=C1C=CC(=C3)CC)C=C(C=C2)C